C(#N)C1=NN(C=C1[C@H]([C@@H](C)C=1N(C(C(=C(N1)C(=O)NC=1C=NOC1)O)=O)C)C1=C(C=CC(=C1)F)C#N)C 2-((1R,2R)-1-(3-cyano-1-methyl-1H-pyrazol-4-yl)-1-(2-cyano-5-fluorophenyl)propan-2-yl)-5-hydroxy-N-(isoxazol-4-yl)-1-methyl-6-oxo-1,6-dihydropyrimidine-4-carboxamide